CP(O)(O)=O.P(=O)(OC)(O)O methyl phosphate (methylphosphonate)